ClCC(CS(=O)(=O)[O-])O 3-chloro-2-hydroxypropyl-sulphonate